iminotris(dimethylamino)phosphorane N=P(N(C)C)(N(C)C)N(C)C